ClC1=CC=C(C=C1)C(CS[N-]C1=CC=C(C=C1)N1CCN(CC1)C1=NC=C(C=N1)F)=O 2-(4-chlorophenyl)-N-(4-(4-(5-fluoropyrimidin-2-yl)piperazin-1-yl)phenyl)-2-oxo-ethyl-thioamide